methyl-(N,N-diisopropylamine) CN(C(C)C)C(C)C